COC1=C(OP(=O)(OC2=CC=C(C=C2)[N+](=O)[O-])N[C@@H](C)C(=O)OC(C)C)C=CC=C1 Isopropyl ((2-methoxyphenoxy)(4-nitro phenoxy)phosphoryl)-L-alaninate